FC(C=1C=CC=NC1)F 5-(difluoromethyl)pyridine